tert-butyl (3R,4R)-3-(((benzyloxy)carbonyl)amino)-4-fluoropyrrolidine-1-carboxylate C(C1=CC=CC=C1)OC(=O)N[C@@H]1CN(C[C@H]1F)C(=O)OC(C)(C)C